4-fluoroazobenzene oxide FC1=CC=C(C=C1)N=NC12C(C=CC=C1)O2